2-amino-2-(1-cyclopropylpyrrolo[3,2-c]pyridin-7-yl)acetonitrile NC(C#N)C=1C2=C(C=NC1)C=CN2C2CC2